{1-[2-(trifluoromethyl)pyridin-4-yl]spiro[2.3]hexan-5-yl}methanone FC(C1=NC=CC(=C1)C1CC12CC(C2)C=O)(F)F